4-(4-(trifluoromethyl)piperidin-1-yl)aniline FC(C1CCN(CC1)C1=CC=C(N)C=C1)(F)F